CC1(OC2=C(C1)C=C(C(=C2)OC[C@H]2CC(NCC2)=O)NC(=O)C=2C=NN1C2N=CC=C1)C (R)-N-(2,2-Dimethyl-6-((2-oxopiperidin-4-yl)methoxy)-2,3-dihydrobenzofuran-5-yl)pyrazolo[1,5-a]pyrimidine-3-carboxamide